3-((dimethylamino)methyl)-4-hydroxy-4-(3-(methoxy-d3)phenyl)piperidine-1-carboxylic acid tert-butyl ester C(C)(C)(C)OC(=O)N1CC(C(CC1)(C1=CC(=CC=C1)OC([2H])([2H])[2H])O)CN(C)C